2-[1-(3-ethoxy-4-methoxyphenyl)-2-methylsulfonylethyl]-4-Amino-6-[pent-1-ynyl]isoindoline-1,3-dione C(C)OC=1C=C(C=CC1OC)C(CS(=O)(=O)C)N1C(C2=CC(=CC(=C2C1=O)N)C#CCCC)=O